4-[2-(difluoromethoxy)-4-(trifluoromethyl)phenyl]-N-[(3R)-piperidin-3-yl]pyrido[3,4-d]pyridazin-1-amine FC(OC1=C(C=CC(=C1)C(F)(F)F)C=1N=NC(=C2C1C=NC=C2)N[C@H]2CNCCC2)F